O[C@@H]1[C@H]2[C@@]3(C[C@@]3([C@@H](C1)O2)C(=O)NC2=NC(=CC(=C2)C(F)(F)F)C)C=2C(=NN(C2)C)C(F)(F)F |r| rac-(1r,2r,4s,5r,6s)-6-hydroxy-4-(1-methyl-3-(trifluoromethyl)-1H-pyrazol-4-yl)-N-(6-methyl-4-(trifluoromethyl)pyridin-2-yl)-8-oxatricyclo[3.2.1.02,4]octane-2-carboxamide